C(C)(C)(C)[Si](F)(F)C(C)(C)C di-tert-butyldifluorosilane